FC=1C=C(C=C(C1C)CO)C1=NN(C2=CC=C(C=C12)OCCCNC(OCC1=CC=CC=C1)=O)C1OCCCC1 benzyl N-[3-({3-[3-fluoro-5-(hydroxymethyl)-4-methylphenyl]-1-(oxan-2-yl)-1H-indazol-5-yl}oxy)propyl]carbamate